BrC1=CC(=CC(=N1)C1=CN=C2N1C=C(N=C2)C(C(F)(F)F)(C)O)F 2-[3-(6-bromo-4-fluoro-2-pyridyl)imidazo[1,2-a]pyrazin-6-yl]-1,1,1-trifluoro-propan-2-ol